BrCC(=O)C1=CC(=C(C=C1)OCCCS(=O)(=O)C)Cl 2-BROMO-1-[3-CHLORO-4-(3-METHANESULFONYLPROPOXY)PHENYL]ETHAN-1-ONE